CC(CC)O[SiH2]OC(C)CC di(2-n-butoxy)silane